COC(=O)[C@@H]1[C@H]2C([C@H]2CN1C([C@H]([C@H](CC)C)NC(=O)OCC1=CC=CC=C1)=O)(C)C.C(CCC)C(C(C1=CC=CC=C1)=O)(C(C1=CC=CC=C1)=O)OC butyl-methoxy-dibenzoyl-methan methyl-(1R,2S,5S)-3-[(2S,3S)-2-(benzyloxycarbonylamino)-3-methyl-pentanoyl]-6,6-dimethyl-3-azabicyclo[3.1.0]hexane-2-carboxylate